ClC=1C(=NNC1)C(=O)NC(C(=O)O)CCN(CCCCC1=NC=2NCCCC2C=C1)CCOCC 2-[(4-chloro-1H-pyrazole-3-carbonyl)amino]-4-[2-ethoxyethyl-[4-(5,6,7,8-tetrahydro-1,8-naphthyridin-2-yl)butyl]amino]butanoic acid